[I-].C1(=CC=CC=C1)CC(=O)OC(C)C=1C2=CC=C(C=C2OC2=CC(C=CC12)=[N+]1CCCC1)N1CCCC1 1-(9-(1-(2-phenylacetoxy)ethyl)-6-(pyrrolidin-1-yl)-3H-xanthen-3-ylidene)pyrrolidin-1-ium iodide